5-(3-oxoazetidin-1-yl)isoindoline-1,3-dione O=C1CN(C1)C=1C=C2C(NC(C2=CC1)=O)=O